ClC=1C=C(C=CC1)C1(CCCC1)NS(=O)(=O)C1=CC=C(C=C1)OC(F)(F)F N-(1-(3-chlorophenyl)cyclopentyl)-4-(trifluoromethoxy)benzene-sulfonamide